(R)-N-(5-((4-((5-chloro-4-fluoro-2-(2-hydroxypropan-2-yl)phenyl)amino)pyrimidin-2-yl)amino)-2-(3-(dimethylamino)pyrrolidin-1-yl)-4-methoxyphenyl)acrylamide tartrate C(=O)(O)C(O)C(O)C(=O)O.ClC=1C(=CC(=C(C1)NC1=NC(=NC=C1)NC=1C(=CC(=C(C1)NC(C=C)=O)N1C[C@@H](CC1)N(C)C)OC)C(C)(C)O)F